2,3,4,6-tetraacetyl-α-D-galactopyranosyl bromide C(C)(=O)[C@@]1([C@H](O[C@@H]([C@@]([C@@]1(O)C(C)=O)(O)C(C)=O)C(O)C(C)=O)Br)O